6-cis-diphenylhexamethyl-cyclotetrasiloxane C1(=CC=CC=C1)[Si]1(O[Si](O[Si](O[Si](O1)(C)C)(C)C)(C)C)C1=CC=CC=C1